(R)-N-(2-methyl-4-(N-(1-(piperidin-4-yl)ethyl)sulfamoyl)phenyl)cyclohexanecarboxamide CC1=C(C=CC(=C1)S(N[C@H](C)C1CCNCC1)(=O)=O)NC(=O)C1CCCCC1